3-((2S,5S)-9-fluoro-2,3,4,5-tetrahydro-2,5-methanobenzo[f][1,4]oxazepine-4-carbonyl)-3-methylcyclobutane-1-carbonitrile FC1=CC=CC=2[C@H]3N(C[C@@H](OC21)C3)C(=O)C3(CC(C3)C#N)C